5-((4-((5-bromopyrimidin-4-yl)amino)-2-methylphenyl)oxy)-1-methylbenzimidazole BrC=1C(=NC=NC1)NC1=CC(=C(C=C1)OC1=CC2=C(N(C=N2)C)C=C1)C